2-N-(3H-benzimidazol-5-yl)-4-N-(5-cyclopropyl-1H-pyrazol-3-yl)pyrimidine-2,4-diamine N1=CNC2=C1C=CC(=C2)NC2=NC=CC(=N2)NC2=NNC(=C2)C2CC2